FC(C=1C=CC(=NC1)CNC1CCC1)(F)F N-[[5-(trifluoromethyl)-2-pyridyl]methyl]cyclobutanamine